COC1=CC2=C(N=C(N=C2N[C@H](C)C2=C(C(=CC=C2)C(F)(F)F)C)C)C=N1 6-methoxy-2-methyl-N-{(1R)-1-[2-methyl-3-(trifluoromethyl)phenyl]ethyl}pyrido[3,4-d]pyrimidin-4-amine